NC(C)C1=CC(=CC=2C(N3C(=NC12)C(CC3)=CC3=CC=CC=C3)=O)F 5-(1-aminoethyl)-3-benzylidene-7-fluoro-2,3-dihydropyrrolo[2,1-b]quinazolin-9(1H)-one